C(C)(=O)N1C[C@@H](CCC1)NC1=NC=C2N=C(N(C2=N1)C1CCC(CC1)C(=O)N)NC1=C(C=CC=C1Cl)Cl (1S,4s)-4-(2-((R)-1-acetylpiperidin-3-ylamino)-8-(2,6-dichlorophenylamino)-9H-purin-9-yl)cyclohexanecarboxamide